3-[[[(1R)-1-(hydroxycarbamoyl)-2-methyl-propyl]amino]methyl]benzoic acid ONC(=O)[C@@H](C(C)C)NCC=1C=C(C(=O)O)C=CC1